OC(CC)C1=CC(=C(C=N1)C1=NC=C2C=C(N=CC2=C1)NC(COC)=O)C N-{7-[6-(1-hydroxypropyl)-4-methylpyridin-3-yl]-2,6-naphthyridin-3-yl}-2-methoxyacetamide